O=C1NC(CCC1N1C(N(C2=C1C=CC=C2C#CCO[C@H]2[C@@H](CN(CC2)C(=O)OC(C)(C)C)F)C)=O)=O tert-butyl (3R,4R)-4-[3-[1-(2,6-dioxo-3-piperidyl)-3-methyl-2-oxo-benzimidazol-4-yl] prop-2-ynoxy]-3-fluoro-piperidine-1-carboxylate